6-(5-(1-(2-amino-2-oxoethyl)azepan-4-yl)-2-methoxybenzamido)-2,2-difluoro-N-(4-fluoro-3-(trifluoromethyl)phenyl)benzo[d][1,3]dioxole-5-carboxamide NC(CN1CCC(CCC1)C=1C=CC(=C(C(=O)NC=2C(=CC3=C(OC(O3)(F)F)C2)C(=O)NC2=CC(=C(C=C2)F)C(F)(F)F)C1)OC)=O